4-[3-(pyrimidin-5-ylmethyl)imidazo[4,5-b]pyridin-2-yl]-1,2,5-oxadiazol-3-amine N1=CN=CC(=C1)CN1C(=NC=2C1=NC=CC2)C=2C(=NON2)N